NC=1N=C(C(=C2C=C(N=CC12)NC(=O)[C@H]1[C@@H](C1)CC#N)C1CC1)C=1C=NC=CC1C (1R,2S)-N-(8-amino-5-cyclopropyl-6-(4-methylpyridin-3-yl)-2,7-naphthyridin-3-yl)-2-(cyanomethyl)cyclopropanecarboxamide